OC1=C(C=C(C=C1)CCC(C)=O)OC 4-(4-hydroxy-3-meth-oxyphenyl)-2-butanone